C(C)(=O)C1=C(C2=C(N=C(N=C2)NC2=NC=C(C=C2)N2CCN(CC2)S(=O)(=O)N2C=[N+](C=C2)C)N(C1=O)C1CCCC1)C 6-Acetyl-8-cyclopentyl-5-methyl-2-[[5-[4-(3-methylimidazol-3-ium-1-yl)-sulfonylpiperazin-1-yl]-2-pyridyl]amino]pyrido[2,3-d]pyrimidin-7-one